C(C=C)(=O)N1[C@H](CN(C[C@H]1C)C1=NC(N2C3=C(C(=C(C=C13)C(F)(F)F)C1=CC=C(C=C1)F)SCC(C2)C2=CC=C(C=C2)F)=O)C 8-((3S,5R)-4-acryloyl-3,5-dimethylpiperazin-1-yl)-3,11-bis(4-fluorophenyl)-10-(trifluoromethyl)-3,4-dihydro-[1,4]thiazepino[2,3,4-ij]quinazolin-6(2H)-one